FC1=CC(=C(OC=2N=NC(=CC2C(=O)NC2=CC(=C(C=C2)C)SC)C(F)(F)F)C=C1)OC 3-(4-fluoro-2-methoxyphenoxy)-N-(4-methyl-3-(methylthio)phenyl)-6-(trifluoromethyl)pyridazine-4-carboxamide